C1(=CC=CC=C1)C#CC1=CC=C(C=C1)C1=CC(=NO1)CN1C(=NC=C1)[C@H](C)OC1OCCCC1 5-(4-(Phenylethynyl)phenyl)-3-((2-((1S)-1-((tetrahydro-2H-pyran-2-yl)oxy)ethyl)-1H-imidazol-1-yl)methyl)isoxazole